N-[[(2R,3R)-8-bromo-5-[(2R)-1-hydroxypropan-2-yl]-3-methyl-6-oxo-3,4-dihydro-2H-pyrido[2,3-b][1,5]oxazocin-2-yl]methyl]-2-methoxy-N-methylacetamide BrC1=CC2=C(O[C@H]([C@@H](CN(C2=O)[C@@H](CO)C)C)CN(C(COC)=O)C)N=C1